ClC=1C(=NC(=CC1)N1CC(C1)O)N1N(C(=C(C1=O)NC(C1=CC=C(C=C1)OC(F)F)=O)C1=C(C=C(C=C1F)OC)F)C N-{2-[3-chloro-6-(3-hydroxyazetidin-1-yl)pyridin-2-yl]-5-(2,6-difluoro-4-methoxyphenyl)-1-methyl-3-oxo-2,3-dihydro-1H-pyrazol-4-yl}-4-(difluoromethoxy)benzamide